2-(benzyloxy)-9-(1-ethoxyvinyl)-7-methyl-4H-pyrido[1,2-a]pyrimidin-4-one C(C1=CC=CC=C1)OC=1N=C2N(C(C1)=O)C=C(C=C2C(=C)OCC)C